C(CCC(=O)[O-])(=O)[O-].[Na+].[Na+].[Na+] trisodium succinate